CO[Si](OC)(OC)CCCNCCCCCCCC[Si](OC)(OC)C (trimethoxysilylpropyl)-(methyldimethoxysilyloctyl)amine